FC(CC[SiH2][SiH2][SiH3])(F)F trifluoropropyltriSilane